CC1(NC(CC(C1)OCCC[Si](OC)(OC)OC)(C)C)C 2,2,6,6-tetramethyl-4-[3-(trimethoxysilyl)propoxy]piperidine